O1COC2=C1C=CC(=C2)N([C@H]2[C@@H]([C@H]([C@@H]([C@H](O2)C(=O)O)O)O)O)C2=NC1=C(C=CC=C1C=C2)Cl (2S,3S,4S,5R,6R)-6-(Benzo[d][1,3]dioxolan-5-yl(8-chloroquinolin-2-yl)amino)-3,4,5-Trihydroxytetrahydro-2H-pyran-2-carboxylic acid